4-Amino-3-[6-(3-formyl-2-isopropoxy-5-methylphenyl)pyridin-3-ylazo]naphthalin NC1=C(C=CC2=CC=CC=C12)N=NC=1C=NC(=CC1)C1=C(C(=CC(=C1)C)C=O)OC(C)C